β-L-iduronic acid O[C@@H]1[C@H](O)[C@@H](O)[C@H](O)[C@@H](O1)C(=O)O